(3S,4S)-4-(hydroxymethyl)-1-(2-(pyridin-3-yl)-6-(4-(trifluoromethyl)phenyl)pyrimidin-4-yl)pyrrolidin-3-ol OC[C@H]1[C@@H](CN(C1)C1=NC(=NC(=C1)C1=CC=C(C=C1)C(F)(F)F)C=1C=NC=CC1)O